[Br-].NC1=[N+](C=CC(=C1)C(=O)OC)CC(=O)OCC 2-amino-1-(2-ethoxy-2-oxoethyl)-4-(methoxycarbonyl)pyridin-1-ium bromide